N1=NC(=NN=C1C1=NC=C(C(=O)O)C=C1)C1=NC=C(C(=O)O)C=C1 6,6'-(1,2,4,5-tetrazin-3,6-diyl)dinicotinic acid